6,6-Dimethylbicyclo[3.1.1]hept-2-ene-2-carbaldehyde CC1(C2CC=C(C1C2)C=O)C